O=C1N(/C(/SC(=C1)C1=CC=CC=C1)=N/C(C1=CC=CC=C1)=O)C1=C(C=CC=C1)C (Z)-N-(4-keto-6-phenyl-3-(o-methylphenyl)-3,4-dihydro-2H-1,3-thiazin-2-ylidene)benzamide